4-{7-chloro-[1,2,4]triazolo[1,5-a]pyridin-5-yl}-3-fluorobenzonitrile ClC1=CC=2N(C(=C1)C1=C(C=C(C#N)C=C1)F)N=CN2